O=C1NC(CCC1N1C(C2=CC=C(C=C2C1=O)N1CCN(CC1)CC1CNCCC1)=O)=O 2-(2,6-Dioxopiperidin-3-yl)-5-(4-(piperidin-3-ylmethyl)piperazin-1-yl)isoindoline-1,3-dione